3,5-difluoro-4-hydroxy-2-methoxybenzaldehyde FC=1C(=C(C=O)C=C(C1O)F)OC